1,4-di(2-methylimidazole-1-yl)butane CC=1N(C=CN1)CCCCN1C(=NC=C1)C